C1=NC=CC=2N1C=CC2C#N pyrrolo[1,2-C]pyrimidine-5-carbonitrile